[Br-].C1(=CC=CC=C1)C=1NC=CN1 2-phenylimidazole bromide salt